C(#N)C=1N=C2N(C(=NC=C2C(\C=C\N(C)C)=O)N(C(OC(C)(C)C)=O)CC2=C(C=CC3=C2CCO3)F)C1 tert-butyl (E)-(2-cyano-8-(3-(dimethylamino)acryloyl)imidazo[1,2-c]pyrimidin-5-yl)((5-fluoro-2,3-dihydrobenzofuran-4-yl)methyl)carbamate